FC(OCC1=CC2=C(N=C(N=C2)S(=O)(=O)C)N(C1)C)F 6-((difluoromethoxy)methyl)-8-methyl-2-(methylsulfonyl)pyrido[2,3-d]pyrimidin